F[P-](F)(F)(F)(F)F.[Ca+2].F[P-](F)(F)(F)(F)F calcium hexafluorophosphate salt